C(C)(C)(C)OC(=O)N1CC2=C(C=C(C=C2CC1)C(\C=C\N(C)C)=O)OCC1=CC=CC=C1 (E)-8-(benzyloxy)-6-(3-(dimethylamino)acryloyl)-3,4-dihydroisoquinoline-2(1H)-carboxylic acid tert-butyl ester